4-(ethoxymethyl)-4-methyl-1',2'-dihydrospiro[cyclohexane-1,3'-indole] C(C)OCC1(CCC2(CNC3=CC=CC=C23)CC1)C